C(C)N(C(O[C@H]1C[C@H](CC1)C1=CC(=NN1)NC(CC1=CC=NO1)=O)=O)C (1R,3S)-3-{3-[(1,2-oxazol-5-ylacetyl)amino]-1H-pyrazol-5-yl}cyclopentyl ethyl(methyl)carbamate